2-Bromo-N-(3-(2-((tert-butyldimethylsilyl)oxy)ethoxy)-5-(trifluoromethyl)phenyl)-N-(1-cyclobutyl-2-oxopyrrolidin-3-yl)thiazole-4-carboxamide BrC=1SC=C(N1)C(=O)N(C1C(N(CC1)C1CCC1)=O)C1=CC(=CC(=C1)C(F)(F)F)OCCO[Si](C)(C)C(C)(C)C